C(C1=CC=CC=C1)SC(=O)SCCC(=O)O 3-(benzylthio-carbonyl-sulfanyl)propionic acid